5-hydroxy-1H-indole-2-carboxylic acid OC=1C=C2C=C(NC2=CC1)C(=O)O